4-(5-Fluoropyridin-2-yl)-N-(1-methylpiperidin-4-yl)-3,4-dihydroquinoxaline-1(2H)-carboxamide FC=1C=CC(=NC1)N1CCN(C2=CC=CC=C12)C(=O)NC1CCN(CC1)C